5-{[2-(4-isopropylphenyl)imidazo[1,2-a]pyrimidin-3-yl]methyl}-2,5-diazabicyclo[2.2.2]octane-2-carboxylic acid tert-butyl ester C(C)(C)(C)OC(=O)N1C2CN(C(C1)CC2)CC2=C(N=C1N2C=CC=N1)C1=CC=C(C=C1)C(C)C